(4R,4'R)-2,2'-(cyclohexane-1,1-diyl)bis(4-phenyl-4,5-dihydrooxazole) C1(CCCCC1)(C=1OC[C@H](N1)C1=CC=CC=C1)C=1OC[C@H](N1)C1=CC=CC=C1